L-proline (1-hexadecyl) ester C(CCCCCCCCCCCCCCC)OC([C@H]1NCCC1)=O